(2-(methylthio)-8-morpholinopyrido[3,4-d]pyrimidin-6-yl) benzoate C(C1=CC=CC=C1)(=O)OC1=CC2=C(N=C(N=C2)SC)C(=N1)N1CCOCC1